N-(m-carboxyphenyl)benzoxazolium C(=O)(O)C=1C=C(C=CC1)[N+]1=COC2=C1C=CC=C2